5-bromo-1-chloro-3-((2-chlorobenzyl)oxy)-2-fluorobenzene BrC=1C=C(C(=C(C1)Cl)F)OCC1=C(C=CC=C1)Cl